(S)-2-(4-isopropyl-7-oxo-1-phenyl-1,7-dihydro-6H-pyrazolo[3,4-d]pyridazin-6-yl)-N-(1-(4-(trifluoromethyl)phenyl)ethyl)acetamide C(C)(C)C=1C2=C(C(N(N1)CC(=O)N[C@@H](C)C1=CC=C(C=C1)C(F)(F)F)=O)N(N=C2)C2=CC=CC=C2